tert-butyl (3S,5R)-4-(2-((3-(2,4-dioxotetrahydropyrimidin-1(2H)-yl)-1-methyl-1H-indazol-7-yl)amino)-2-oxoethyl)-3,5-dimethylpiperazine-1-carboxylate O=C1N(CCC(N1)=O)C1=NN(C2=C(C=CC=C12)NC(CN1[C@H](CN(C[C@H]1C)C(=O)OC(C)(C)C)C)=O)C